C1N(CCC2=CC=CC=C12)C(=O)C=1C=NN2C1C=C(C=C2)CNC(C2=CC=CC=C2)=O N-((3-(1,2,3,4-tetrahydroisoquinoline-2-carbonyl)pyrazolo[1,5-a]pyridin-5-yl)methyl)benzamide